(5aS,6R,11bS)-9-chloro-14-(cyclopropylmethyl)-2,3,4,5,6,7-hexahydro-6,11b-(epiminoethano)naphtho[1,2-d]azepine-5a,10(1H)-diol ClC=1C=C2C[C@@H]3[C@]4([C@](CCNCC4)(C2=CC1O)CCN3CC3CC3)O